COC=1C=C2C(=NC=NC2=CC1OC)C=1CCN(CCC1)S(=O)(=O)NC(OC(C)(C)C)=O tert-butyl ((4-(6,7-dimethoxyquinazolin-4-yl)-2,3,6,7-tetrahydro-1H-azepin-1-yl) sulfonyl)carbamate